BrC#CC1=CC=C2CCCN(C2=N1)C(=O)OC(C)(C)C tert-butyl 7-(bromoethynyl)-3,4-dihydro-1,8-naphthyridine-1(2H)-carboxylate